[13C]Acetyl-CoA [13C](C)(=O)SCCNC(CCNC([C@@H](C(COP(OP(OC[C@@H]1[C@H]([C@H]([C@@H](O1)N1C=NC=2C(N)=NC=NC12)O)OP(=O)(O)O)(=O)O)(=O)O)(C)C)O)=O)=O